(SR)-5-ethyl-3-[6-(2-naphthyloxy)-2-pyridyl]imidazolidine-2,4-dione C(C)[C@H]1C(N(C(N1)=O)C1=NC(=CC=C1)OC1=CC2=CC=CC=C2C=C1)=O |r|